spiro[5,6-dihydro-cyclopenta[b]thiophene-4,3'-azetidine]-3-carbonitrile N1CC2(C1)CCC=1SC=C(C12)C#N